tert-butyl 7-(5-chloro-4-(3-((2-(imidazo[1,2-a]pyridin-3-yl)propan-2-yl)(methyl)carbamoyl)azetidin-1-yl)pyrimidin-2-yl)-4,7-diazaspiro[2.5]octane-4-carboxylate ClC=1C(=NC(=NC1)N1CCN(C2(CC2)C1)C(=O)OC(C)(C)C)N1CC(C1)C(N(C)C(C)(C)C1=CN=C2N1C=CC=C2)=O